2,3,5,6-tetrafluorop-xylene FC1=C(C(=C(C(=C1F)C)F)F)C